N-hydroxy-6-(1-methyl-8,9,10,11-tetrahydro-3H-pyrazolo[4,3-a]phenanthridin-7-yl)nicotinamide ONC(C1=CN=C(C=C1)C1=NC2=CC=C3C(=C2C=2CCCCC12)C(=NN3)C)=O